BrC=1C=C(C=NC1)[C@H](CC(=O)OCC)NC([C@H](CC(C)C)NC(=O)C=1C(N(C=CC1)C)=O)=O ethyl (3S)-3-(5-bromopyridin-3-yl)-3-[(2S)-4-methyl-2-[(1-methyl-2-oxo-1,2-dihydropyridin-3-yl)formamido]pentanamido]propanoate